C1(CC1)C=1C=CC(=NC1)NC1=C(C=C(C=C1)C(C(=O)N)=C)C1=NC=CC=C1 (4-((5-cyclopropylpyridin-2-yl)amino)-3-(pyridin-2-yl)phenyl)acrylamide